N-(1-(4-Bromophenyl)-5-oxopyrrolidin-3-yl)-2-ethynyl-N-(3-methoxy-5-(trifluoromethoxy)phenyl)thiazole-4-carboxamide BrC1=CC=C(C=C1)N1CC(CC1=O)N(C(=O)C=1N=C(SC1)C#C)C1=CC(=CC(=C1)OC(F)(F)F)OC